6-cyclohexyl-2-((4-(4-methylpiperazin-1-yl)phenyl)amino)-8,9-dihydroimidazo[1,2-a]pyrimido[5,4-e]pyrimidin-5(6H)-one C1(CCCCC1)N1C=2N(C3=C(C1=O)C=NC(=N3)NC3=CC=C(C=C3)N3CCN(CC3)C)CCN2